4-(4-fluoro-3-hydroxyphenyl)-7-(4-methyl-1,3-thiazol-5-yl)-2-(2-(2-propenoyl)-2,6-diazaspiro[3.4]octan-6-yl)-1,5-naphthyridine-3-carbonitrile FC1=C(C=C(C=C1)C1=C(C(=NC2=CC(=CN=C12)C1=C(N=CS1)C)N1CC2(CN(C2)C(C=C)=O)CC1)C#N)O